ClC1=C(C(=O)N2CCC(CC2)C(=O)N2C[C@H](N(CC2)C(=O)OC(C)(C)C)C(=O)OC)C=CC(=C1)NC=1C=2N(C=CN1)C(=CN2)C2=C(C(=C(C=C2)OCC#N)F)F (S)-1-tert-butyl 2-methyl 4-(1-(2-chloro-4-((3-(4-(cyanomethoxy)-2,3-difluorophenyl)imidazo[1,2-a]pyrazin-8-yl)amino)benzoyl)piperidine-4-carbonyl)piperazine-1,2-dicarboxylate